4-((6-hexylnaphthalen-2-yl)ethynyl)aniline C(CCCCC)C=1C=C2C=CC(=CC2=CC1)C#CC1=CC=C(N)C=C1